C1(=CC(=CC=C1)C(=O)O)C1=CC(=CC=C1)C(=O)O.ClC=1C=C(C=CC1F)N1CCC=2C=3C1=NC=NC3C=CC2NC(\C=C\CNC2CCC2)=O (E)-N-(4-(3-chloro-4-fluorophenyl)-5,6-dihydro-4H-pyrido[2,3,4-de]quinazolin-7-yl)-4-(cyclobutylamino)but-2-enamide biphenyl-3,3'-dicarboxylate